C(C)S(=O)(=O)C1=CC=C(C=N1)C1=CC2=C(N=C3N2C(CC3)C3=CC=CC=C3)C=C1 7-(6-(ethylsulfonyl)pyridin-3-yl)-1-phenyl-2,3-dihydro-1H-benzo[d]pyrrolo[1,2-a]imidazole